Benzyl N-[(1S)-3-methyl-1-[(1H-pyrazol-3-ylmethylamino) carbamoyl] butyl]carbamate CC(C[C@@H](C(NNCC1=NNC=C1)=O)NC(OCC1=CC=CC=C1)=O)C